C(CCC)NC1=CC(=C(C(=O)NC=2SC(=CN2)[N+](=O)[O-])C=C1)OCC 4-(Butylamino)-2-ethoxy-N-(5-nitrothiazol-2-yl)benzamide